tert-butyl ((5-fluoro-2-(2-fluoro-3-nitrophenyl)pyridin-3-yl)methyl-d2)(methyl)carbamate FC=1C=C(C(=NC1)C1=C(C(=CC=C1)[N+](=O)[O-])F)C([2H])([2H])N(C(OC(C)(C)C)=O)C